C(#C)C=1C(=CC=C2C=C(C=C(C12)C=1C(=C2C(=CN1)N(C=C2C)C=2C1CN(C(C2)CC1)C(=O)OC(C)(C)C)F)OCOC)F tert-butyl 5-[5-[8-ethynyl-7-fluoro-3-(methoxymethoxy)-1-naphthyl]-4-fluoro-3-methyl-pyrrolo[2,3-c]pyridin-1-yl]-2-azabicyclo[2.2.2]oct-5-ene-2-carboxylate